ClC=1C(NN=CC1N1CC=2N(CC1)C(=NN2)C(OC)C2=C(C=C(C=C2)F)C(F)(F)F)=O 4-Chloro-5-(3-((4-fluoro-2-(trifluoromethyl)phenyl)(methoxy)methyl)-5,6-dihydro-[1,2,4]triazolo[4,3-a]pyrazin-7(8H)-yl)pyridazin-3(2H)-one